C[C@@H]1N(C2=CC=C(C=C2[C@@H]([C@H]1C)NC1=NC(=CC=C1)C)C=1CCNCC1)C(C)=O ((2S,3R,4R)-2,3-dimethyl-4-((6-methylpyridin-2-yl)amino)-6-(1,2,3,6-tetrahydropyridin-4-yl)-3,4-dihydroquinolin-1(2H)-yl)ethanone